C(#C)[C@]1(C=C[C@@H](O1)N1C=CC2=C1N=CNC2=O)CO 7-((2R,5R)-5-ethynyl-5-(hydroxymethyl)-2,5-dihydrofuran-2-yl)-3,7-dihydro-4H-pyrrolo[2,3-d]pyrimidin-4-one